oxygen pyridine sodium salt [Na].N1=CC=CC=C1.[O]